(E)-3-fluoro-2-(((2-(pentan-2-yl)-benzo[d]oxazol-6-yl)oxy)methyl)-prop-2-en-1-amine 4-methylbenzene-sulfonate CC1=CC=C(C=C1)S(=O)(=O)O.F/C=C(\CN)/COC1=CC2=C(N=C(O2)C(C)CCC)C=C1